Azabenzene N1=CC=CC=C1